N1CCC=2C1=NC=CC2C2C[C@@H](N(CC2)C(=O)OC(C)(C)C)C Tert-butyl (2S)-4-(2,3-dihydro-1H-pyrrolo[2,3-b]pyridin-4-yl)-2-methylpiperidine-1-carboxylate